1-[4-(2-methoxy-4-pyridyl)thiazol-2-yl]-1-[3-(trifluoromethyl)phenyl]Urea COC1=NC=CC(=C1)C=1N=C(SC1)N(C(=O)N)C1=CC(=CC=C1)C(F)(F)F